N-(2-methyl-5-(1-methyl-6-((5-methylthiazol-2-yl)amino)-1H-pyrrolo[3,2-c]pyridin-4-yl)phenyl)acrylamide CC1=C(C=C(C=C1)C1=NC(=CC2=C1C=CN2C)NC=2SC(=CN2)C)NC(C=C)=O